FC(OC1=CC2=C(N=C(O2)C=2C(=C(C=CC2)C2=CC=CC=C2)C)C=C1CN[C@H]([C@H](O)C)C(=O)O)F ((6-(difluoromethoxy)-2-(2-methyl-[1,1'-biphenyl]-3-yl)benzo[d]oxazol-5-yl)methyl)-D-allothreonine